C(C)(C)(C)C1CCC(CC1)C1=CC=C(C=C1)C1=C(C=CC=C1)F 4'-((1s,4s)-4-(tert-butyl)cyclohexyl)-2-fluoro-[1,1'-biphenyl]